NC1=CC=C(C=C1)C1=CC=C(C=C1)N 4,4'-diamino-Biphenyl